8-(5-amino-7-methoxyimidazo[1,2-c]quinazoline-2-carbonyl)-1-oxa-8-azaspiro[4.5]decan-2-one NC1=NC=2C(=CC=CC2C=2N1C=C(N2)C(=O)N2CCC1(CCC(O1)=O)CC2)OC